FC1=C(C=C(C=C1)F)[C@@H]1N(CCC1)C1=NC=2N(C=C1)N=CC2NC(C2=CC=C(C=C2)CN2CCN(CC2)C)=O (R)-N-(5-(2-(2,5-difluorophenyl)pyrrolidin-1-yl)pyrazolo[1,5-a]pyrimidin-3-yl)-4-((4-methylpiperazin-1-yl)methyl)benzamide